C1(CCCCC1)NC1=CC(=NC=2N1N=CC2)C=2OC=CC2 N-cyclohexyl-5-(furan-2-yl)pyrazolo[1,5-a]pyrimidin-7-amine